N-[(3-chlorophenyl)methyl]-4-(1-tetrahydropyran-2-ylpyrazol-4-yl)aniline ClC=1C=C(C=CC1)CNC1=CC=C(C=C1)C=1C=NN(C1)C1OCCCC1